CNC(=S)C(C(=O)N)(C1=NC=CC(=C1)C(F)(F)F)C1=CC(=CC=C1)Cl 2-(Methylaminothiocarbonyl)-2-(3-chlorophenyl)-2-(4-(trifluoromethyl)pyridin-2-yl)acetamide